4-Amino-N-(2,3-dihydro-1H-inden-2-yl)-6-((4-fluorophenyl)amino)picolinamide NC1=CC(=NC(=C1)NC1=CC=C(C=C1)F)C(=O)NC1CC2=CC=CC=C2C1